(R)-6-(2-(3-fluorophenyl)pyrrolidin-1-yl)-3-(6-(piperazin-1-yl)pyridin-2-yl)imidazo[1,2-b]pyridazine hydrochloride Cl.FC=1C=C(C=CC1)[C@@H]1N(CCC1)C=1C=CC=2N(N1)C(=CN2)C2=NC(=CC=C2)N2CCNCC2